4-(5-bromopyridin-2-yl)piperazine-1-carboxylic acid tert-butyl ester C(C)(C)(C)OC(=O)N1CCN(CC1)C1=NC=C(C=C1)Br